CC1N(CCOC1)C1=CC=C(C=N1)C1=NC2=CC(=CC=C2C=N1)C(=O)N 6-(3-methylmorpholinyl)pyridin-3-ylquinazoline-7-carboxamide